FC(CO)(CN1[C@@H](C=2NC3=CC=CC=C3C2C[C@H]1C)C1=CN=C(S1)C[C@@H]1CN(CC1)CCCF)F 2,2-Difluoro-3-((1S,3R)-1-(2-(((R)-1-(3-fluoropropyl)pyrrolidin-3-yl)methyl)thiazol-5-yl)-3-methyl-1,3,4,9-tetrahydro-2H-pyrido[3,4-b]indol-2-yl)propan-1-ol